C(C)(C)(C)OC(=O)N1C[C@H]([C@@H](CC1)OC1CN(C1)C1=CC=CC=2N(C(N(C21)C)=O)C2C(NC(CC2)=O)=O)F (3r,4r)-4-[1-[1-(2,6-dioxo-3-piperidinyl)-3-methyl-2-oxo-benzoimidazol-4-yl]azetidin-3-yl]oxy-3-fluoro-piperidine-1-carboxylic acid tert-butyl ester